Methyl 2-(4-bromo-2,5-difluorobenzyl)-1-(4,4-dimethyltetrahydrofuran-3-yl)-1H-benzo[d]imidazole-6-carboxylate BrC1=CC(=C(CC2=NC3=C(N2C2COCC2(C)C)C=C(C=C3)C(=O)OC)C=C1F)F